C1(CCCCC1)OC(C(C=CCCC)=O)=O cyclohexyl-2-oxoheptenoate